tert-butyl 3-(6-bromo-8-methoxy-1-oxoisoquinolin-2-yl)pyrrolidine-1-carboxylate BrC=1C=C2C=CN(C(C2=C(C1)OC)=O)C1CN(CC1)C(=O)OC(C)(C)C